IC=1C=C(CC2N(CCCC2=O)C(=O)OC(C)(C)C)C=CC1 Tert-Butyl 2-(3-iodobenzyl)-3-oxopiperidine-1-carboxylate